FC=1C(=NC=C(C1)C(C(OC(F)(F)F)(F)F)(F)F)C=1C(=C(C(=O)N)C=C(C1)[N+](=O)[O-])SC1=NN=NN1C [3-fluoro-5-[1,1,2,2-tetrafluoro-2-(trifluoromethoxy)ethyl]-2-pyridyl]-2-(1-methyltetrazol-5-yl)sulfanyl-5-nitro-benzamide